ClC1=NC(=CC2=C1CC(C2)C=O)OCC(=O)NC 2-[(1-chloro-6-formyl-6,7-dihydro-5H-cyclopenta[c]pyridin-3-yl)oxy]-N-methylacetamide